CN1C[C@@H](C(CC1)C=1SC2=C(N1)C=C(C=C2)[C@@H]2NC[C@H](CC2)C)C |o1:3| 2-[rel-(3R)-1,3-dimethyl-4-piperidyl]-5-[(2R,5S)-5-methyl-2-piperidyl]-1,3-benzothiazole